11-hydroxy-heptacosa-13,16-dienoic acid OC(CCCCCCCCCC(=O)O)CC=CCC=CCCCCCCCCCC